OC1=C(C=CC=C1)C(CCCCCCCCCC)=O 1-(2-hydroxyphenyl)undecan-1-one